trans-4-(2,5-Dimethyl-3-(2-(piperidin-1-yl)acetyl)-1H-pyrrol-1-yl)cyclohexane-carbonitrile CC=1N(C(=CC1C(CN1CCCCC1)=O)C)[C@@H]1CC[C@H](CC1)C#N